Octadecane Butyl-stearate C(CCC)OC(CCCCCCCCCCCCCCCCC)=O.CCCCCCCCCCCCCCCCCC